O1C=NC=C1CNC(=O)[C@@H]1CN(CC[C@H]1NC(=O)C1=NOC(=C1)C1=C(C=C(C=C1)F)F)C1CCCCC1 |o1:9,14| (3R*,4R*)-1-Cyclohexyl-4-{[5-(2,4-difluoro-phenyl)-isoxazole-3-carbonyl]-amino}-piperidine-3-carboxylic acid (oxazol-5-ylmethyl)-amide